ClC=1C=C2C(=C(N=NC2=CC1C#CC1=NN(C(=C1C(=O)N)NC)[C@@H]1CN([C@H](C1)COC)C(C=C)=O)F)C1CC1 3-[2-(6-chloro-4-cyclopropyl-3-fluorocinnolin-7-yl)ethynyl]-1-[(3S,5R)-5-(methoxymethyl)-1-(prop-2-enoyl)pyrrolidin-3-yl]-5-(methylamino)pyrazole-4-carboxamide